FC1=CC=C(C(=O)NC2=NC=CC(=C2)NC2=C(C=CC(=N2)N2CCN(CC2)C(=O)OC(C)(C)C)[N+](=O)[O-])C=C1 tert-Butyl 4-[6-[[2-[(4-fluorobenzoyl)amino]-4-pyridyl]amino]-5-nitro-2-pyridyl]piperazine-1-carboxylate